tert-butyl (3S,4R)-4-[4-[4-[(5-bromo-1-methyl-imidazole-2-carbonyl)amino]-2-chloro-benzoyl]piperazine-1-carbonyl]-3-hydroxy-piperidine-1-carboxylate BrC1=CN=C(N1C)C(=O)NC1=CC(=C(C(=O)N2CCN(CC2)C(=O)[C@H]2[C@@H](CN(CC2)C(=O)OC(C)(C)C)O)C=C1)Cl